ClC1=CN=C2N1N=C(C=C2)C2=CNC=1N=C(N=CC12)NCC1(CC1)F 5-(3-chloroimidazo[1,2-b]pyridazin-6-yl)-N-((1-fluorocyclopropyl)methyl)-7H-pyrrolo[2,3-d]pyrimidin-2-amine